N-(8-((2,2-difluoroethyl)amino)-2,7-naphthyridin-3-yl)cyclopropanecarboxamide FC(CNC=1N=CC=C2C=C(N=CC12)NC(=O)C1CC1)F